4-((2-(1H-pyrazol-4-yl)ethyl)amino)-5,6-dimethyl-N-(1-(3-methylpyridin-2-yl)ethyl)pyrimidine-2-carboxamide N1N=CC(=C1)CCNC1=NC(=NC(=C1C)C)C(=O)NC(C)C1=NC=CC=C1C